N1CC(C1)C(C(F)(F)F)NC1=CC=C(C=C1)C1=CC2=C(N=CN=C2N2CCOCC2)N1COCC[Si](C)(C)C N-(1-(azetidin-3-yl)-2,2,2-trifluoroethyl)-4-(4-morpholino-7-((2-(trimethylsilyl)ethoxy)methyl)-7H-pyrrolo[2,3-d]pyrimidin-6-yl)aniline